(2R)-tert-butyl 2-(((2-((2,6-dioxopiperidin-3-yl)oxy)-1-methyl-1H-benzo[d]imidazol-7-yl)oxy) methyl)morpholine-4-carboxylate O=C1NC(CCC1OC1=NC2=C(N1C)C(=CC=C2)OC[C@H]2CN(CCO2)C(=O)OC(C)(C)C)=O